ClC1=CC=C(C=C1)CN1C([C@H](CSC2=C1C=C(C(=C2)F)C(NC(=N)C2CC2)=O)NC(OC(C)(C)C)=O)=O tert-butyl N-[(3R)-5-[(4-chlorophenyl)methyl]-7-(cyclopropanecarboximidoylcarbamoyl)-8-fluoro-4-oxo-2,3-dihydro-1,5-benzothiazepin-3-yl]carbamate